COC(=O)C=1C(=CC2=C(N=C(S2)C2CCC(CC2)CO)C1)NC(=O)C1=NC(=CC=C1)C(F)(F)F methyl-2-[4-(hydroxymethyl)cyclohexyl]-6-[[6-(trifluoromethyl)pyridine-2-carbonyl]amino]-1,3-benzothiazole-5-carboxylate